chloropyridine chromate Salt [Cr](=O)(=O)(O)O.ClC1=NC=CC=C1